CN1CC(C1)(C)[C@](O)(C1=CC=C(C=C1)OC(F)(F)F)C1=CC(=CC=C1)N1CCCCC1 (S)-(1,3-Dimethyl-azetidin-3-yl)-(3-piperidin-1-yl-phenyl)-(4-trifluoromethoxy-phenyl)-methanol